propane potassium salt [K].CCC